ClC=1C=C(C=CC1)N1N=CC(=C1)C=1C=C(C(=C(C=O)C1)O)OC 5-(1-(3-chlorophenyl)-1H-pyrazol-4-yl)-2-hydroxy-3-methoxybenzaldehyde